ferroceneisophthalamide [C-]1(C=CC=C1)C1=CC=C(C=C1C(=O)N)C(=O)N.[CH-]1C=CC=C1.[Fe+2]